FC(C1=C(C=NN1C)C1=NN(C=C1[N+](=O)[O-])COCC[Si](C)(C)C)F 5'-(difluoromethyl)-1'-methyl-4-nitro-1-((2-(trimethylsilyl)ethoxy)methyl)-1H,1'H-3,4'-bipyrazole